FC1=C(C(=O)N[C@H](C)\C=C\S(=O)(=O)C)C=CC(=C1)N1C(CCCC1)C1=C(C=CC=C1)C 2-Fluoro-N-((R,E)-4-(methylsulfonyl)but-3-en-2-yl)-4-(2-(o-tolyl)piperidin-1-yl)benzamide